1,1,1-trifluoro-5,5-dimethyl-2,4-hexandiol FC(C(CC(C(C)(C)C)O)O)(F)F